BrC1=CC(=CC=C1)OC1=CC(=CC=C1)C(F)(F)F 1-bromo-3-[3-(trifluoromethyl)phenoxy]benzene